C[C@H]1N([C@H](CC1)C)C=1OC2=C(N1)C=CC(=C2)C=2NC=CC(C2C(=O)[O-])=O 2-((2r,5s)-2,5-dimethylpyrrolidin-1-ylbenzo[d]oxazol-6-yl)-4-oxo-1,4-dihydropyridine-3-carboxylate